N-[2-(1-benzylpiperidin-4-yl)ethyl]-2-(2,4-difluorophenyl)-7-methyl-pyrazolo[1,5-a]pyrimidine-6-carboxamide C(C1=CC=CC=C1)N1CCC(CC1)CCNC(=O)C=1C=NC=2N(C1C)N=C(C2)C2=C(C=C(C=C2)F)F